C(CCC)OC1=C(C=CC(=C1)OCCCC)C1=NC=NC=N1 6-(2,4-Dibutoxyphenyl)-1,3,5-triazine